3-(4-chlorophenyl)-N-((1-isopropyl-1H-1,2,3-triazol-5-yl)sulfonyl)-4-phenyl-4,5-dihydro-1H-pyrazole ClC1=CC=C(C=C1)C1=NN(CC1C1=CC=CC=C1)S(=O)(=O)C1=CN=NN1C(C)C